1-(5-chloropyridin-2-yl)-5,5-difluoro-3-(trifluoromethyl)-1,4,5,6-tetrahydrocyclopenta[b]pyrrole ClC=1C=CC(=NC1)N1C2=C(C(=C1)C(F)(F)F)CC(C2)(F)F